tricresylamine C1(=CC=C(C=C1)C)N(C1=CC=C(C=C1)C)C1=CC=C(C=C1)C